NC\C=C(\CN1C=NC2=C1C=C(C=C2C2=C(C=CC(=C2)S(NC2CC2)(=O)=O)OC)C(=O)OC)/F methyl (Z)-1-(4-amino-2-fluorobut-2-en-1-yl)-4-(5-(N-cyclopropylsulfamoyl)-2-methoxyphenyl)-1H-benzo[d]imidazol-6-carboxylate